ClC1=CC(=C(C(=O)NC2=NC(=C(C=C2)F)NCCCCC2CNCCC2)C=C1)F 4-chloro-2-fluoro-N-(5-fluoro-6-((4-(piperidin-3-yl)butyl)amino)pyridin-2-yl)benzamide